(methyl-d3)-3-(trifluoromethyl)-7,8,9,10-tetrahydro-5H-pyrazino[1,2-a]pyrido[3,2-e]pyrazin-6(6aH)-one C([2H])([2H])([2H])C=1C(=CC=2NC(C3N(C2N1)CCNC3)=O)C(F)(F)F